N-(3-Ethoxy-5-{6-[2-(7-fluoro-4-methoxy-2-methyl-indol-1-yl)-ethylamino]-pyrimidin-4-yl}-thiophen-2-yl)-propionamid C(C)OC1=C(SC(=C1)C1=NC=NC(=C1)NCCN1C(=CC2=C(C=CC(=C12)F)OC)C)NC(CC)=O